N1=CC=NC2=CC(=CC=C12)C(C)N1CCN(CC1)C=1N=CC2=C(N1)CCN(C2)C(=O)OC(C)(C)C Tert-butyl 2-(4-(1-(quinoxalin-6-yl) ethyl) piperazin-1-yl)-7,8-dihydropyrido[4,3-d]pyrimidine-6(5H)-carboxylate